(1R,2S)-6-chloro-1-hydroxy-2,3-dihydro-1H-inden-2-yl carbamate C(N)(O[C@@H]1[C@@H](C2=CC(=CC=C2C1)Cl)O)=O